C(C)NC(NC1=NC=C2C=C(C=3N(C2=C1)C=CN3)C=3C=NC(=CC3C)[C@@H](CC)O)=O 3-ethyl-1-(4-{6-[(1R)-1-hydroxypropyl]-4-methylpyridin-3-yl}imidazo[1,2-a]1,6-naphthyridin-8-yl)urea